2-(bicyclo[2.2.2]oct-1-yl)-4-bromo-2H-indazole C12(CCC(CC1)CC2)N2N=C1C=CC=C(C1=C2)Br